6-Fluoro-N,N-dimethyl-2-(5,6,7-trifluoro-1H-indol-3-yl)quinoline-5-carboxamide FC1=C(C=2C=CC(=NC2C=C1)C1=CNC2=C(C(=C(C=C12)F)F)F)C(=O)N(C)C